propyl tert-butylcarbamate C(C)(C)(C)NC(OCCC)=O